(S)-2-((((9H-fluoren-9-yl)methoxy)carbonyl)(methyl)amino)-4-(3,5-dimethoxyphenyl)butanoic acid C1=CC=CC=2C3=CC=CC=C3C(C12)COC(=O)N([C@H](C(=O)O)CCC1=CC(=CC(=C1)OC)OC)C